(2R,2'S)-2,2'-[6-oxa-3,9,15-triazabicyclo[9.3.1]pentadeca-1(15),11,13-triene-3,9-diyl]dipentanedioic acid C1=2CN(CCOCCN(CC(=CC=C1)N2)[C@H](C(=O)O)CCC(=O)O)[C@@H](C(=O)O)CCC(=O)O